methyl 3-(3-(2,5-difluoro-3-(6-methoxyimidazo[1,2-a]pyridine-3-carboxamido)-4-methylphenyl)-1,2,4-oxadiazol-5-yl)azetidine-1-carboxylate FC1=C(C=C(C(=C1NC(=O)C1=CN=C2N1C=C(C=C2)OC)C)F)C2=NOC(=N2)C2CN(C2)C(=O)OC